tert-butyl N-[(3R)-1-[5-(4-bromo-3-cyano-pyrazolo[1,5-a]pyridin-6-yl)-2-pyridyl]pyrrolidin-3-yl]carbamate BrC=1C=2N(C=C(C1)C=1C=CC(=NC1)N1C[C@@H](CC1)NC(OC(C)(C)C)=O)N=CC2C#N